O-sulfothreonine S(=O)(=O)(O)O[C@@H]([C@H](N)C(=O)O)C